FC=1C(=CC(=NC1)NC(OC(C)(C)C)=O)CO tert-butyl (5-fluoro-4-(hydroxymethyl)pyridin-2-yl)carbamate